COC(=O)N1C(=NC2=CC(=CC=C2C1=O)Cl)N(C(=O)OC)C1=CC(=CC(=C1)Cl)Cl methyl-7-chloro-2-((3,5-dichlorophenyl) (methoxycarbonyl) amino)-4-oxoquinazoline-3(4H)-carboxylate